N-methyl-5-(4-((4-methyl-2-oxo-3-(trifluoromethyl)-1,2-dihydro-1,6-naphthyridin-7-yl)methyl)piperazin-1-yl)picolinamide CNC(C1=NC=C(C=C1)N1CCN(CC1)CC1=NC=C2C(=C(C(NC2=C1)=O)C(F)(F)F)C)=O